4-methoxy-5-(4-methoxyphenyl)-2-oxo-2,5-dihydro-1H-pyrrole-3-carboxylic acid methyl ester COC(=O)C=1C(NC(C1OC)C1=CC=C(C=C1)OC)=O